C[C@H](CC/C=C(\\C)/CCC(C)C(=C)C)/C=C/[C@@](C)(CC/C=C(\\C)/CCC(C)C(=C)C)C=C The molecule is a triterpenoid obtained by methylation at positions 3 and 20 of C30-botryococcene with concomitant double bond migration. It has a role as a metabolite. It derives from a C30 botryococcene.